cyclopentadienyl-zirconium dichloride [Cl-].[Cl-].C1(C=CC=C1)[Zr+2]